3-chloro-2-fluoro-6-((4-fluoro-2-methylphenyl)-amino)-N-(6-methoxypyridin-3-yl)benzamide ClC=1C(=C(C(=O)NC=2C=NC(=CC2)OC)C(=CC1)NC1=C(C=C(C=C1)F)C)F